2-(1-mercapto-1-methylethyl)-5-methylcyclohexanone SC(C)(C)C1C(CC(CC1)C)=O